4-(7-Methoxyquinolin-4-yl)-2-methylphenol COC1=CC=C2C(=CC=NC2=C1)C1=CC(=C(C=C1)O)C